CN(CCN(C)CC=1C=C(C(=NC1)OC)CN1N=CC=2N=C(N=C(C21)N[C@H](CCO)CCC)NC(OC)=O)C methyl (S)-(1-((5-(((2-(dimethylamino)ethyl)(methyl)amino)-methyl)-2-methoxypyridin-3-yl)methyl)-7-((1-hydroxyhexan-3-yl)amino)-1H-pyrazolo[4,3-d]pyrimidin-5-yl)carbamate